2-(4-((4-(tert-Butoxycarbonyl)piperazin-1-yl)methyl)phenyl)-2-methylpropanoic Acid C(C)(C)(C)OC(=O)N1CCN(CC1)CC1=CC=C(C=C1)C(C(=O)O)(C)C